dibenzyl ((S)-3-(4-((2S,4S)-2-((difluoromethoxy)methyl)-4-(4-(trifluoromethoxy)phenoxy)pyrrolidin-1-yl)benzoylamino)-3-(4-(ethylsulfonyl)phenyl)propyl) phosphate P(=O)(OCC1=CC=CC=C1)(OCC1=CC=CC=C1)OCC[C@@H](C1=CC=C(C=C1)S(=O)(=O)CC)NC(C1=CC=C(C=C1)N1[C@@H](C[C@@H](C1)OC1=CC=C(C=C1)OC(F)(F)F)COC(F)F)=O